(7-((2,4-Dimethoxybenzyl)amino)-2-((3-fluoropyridin-2-yl)methyl)-2H-pyrazolo[3,4-c]pyridin-5-yl)benzonitrile COC1=C(CNC2=NC(=CC=3C2=NN(C3)CC3=NC=CC=C3F)C3=C(C#N)C=CC=C3)C=CC(=C1)OC